ClC1=CC=C(C(=N1)O)F 6-chloro-3-fluoro-pyridin-2-ol